N(=[N+]=[N-])C(CCCN1C(C2=CC=CC=C2C1=O)=O)CC[Si](C1=CC=CC=C1)(C)C 2-(4-azido-6-(dimethyl-(phenyl)silyl)hexyl)isoindoline-1,3-dione